L-2-isopropyl-5-methylcyclohexanone C(C)(C)C1C(CC(CC1)C)=O